(9Z)-dodecenal C(C=CCCCCCCCCC)=O